6',6'''-(propane-1,3-diylbis(oxy))bis(3-(anthracen-9-yl)-3'-fluoro-5-(2,4,4-trimethylpentan-2-yl)-[1,1'-biphenyl]-2-ol) C(CCOC1=CC=C(C=C1C=1C(=C(C=C(C1)C(C)(CC(C)(C)C)C)C=1C2=CC=CC=C2C=C2C=CC=CC12)O)F)OC1=CC=C(C=C1C=1C(=C(C=C(C1)C(C)(CC(C)(C)C)C)C=1C2=CC=CC=C2C=C2C=CC=CC12)O)F